C(#N)C1=NN2C(CN([C@@H](C2)C)C(=O)OC(C)(C)C)=C1 tert-butyl (6R)-2-cyano-6-methyl-6,7-dihydro-4H-pyrazolo[1,5-a]pyrazine-5-carboxylate